C[C@@H]1[C@@H]([C@@H]([C@H]([C@H](O1)OC[C@@H]2[C@H]([C@@H]([C@H](C(O2)O)NC(=O)C)O)O[C@H]3[C@@H]([C@H]([C@@H]([C@H](O3)CO)O[C@H]4[C@H]([C@H]([C@@H]([C@H](O4)CO[C@@H]5[C@H]([C@H]([C@@H]([C@H](O5)CO)O)O)O)O)O[C@@H]6[C@H]([C@H]([C@@H]([C@H](O6)CO)O)O)O[C@H]7[C@@H]([C@H]([C@@H](CO7)O)O)O)O)O)NC(=O)C)O)O)O The molecule is a branched heptasaccharide derivative consisting of a GlcNAc residue at the reducing end with a Man-alpha(1->6)-[Xyl-beta(1->2)-Man-alpha(1->3)]-Man-beta(1->4)-GlcNAc moiety attached via a beta-(1->4)-linkage and a Fuc residue attached via an alpha-(1->6)-linkage. It is a heptasaccharide derivative and a high-mannose oligosaccharide.